C(C)(C)(C)OC(CCCC(=O)NC1=CC=C(C=C1)CO)=O 5-((4-(hydroxymethyl)phenyl)amino)-5-oxopentanoic acid (S)-tert-butyl ester